4-[R-6,8-difluoro-1,2,3,4-tetrahydronaphthalen-1-yl]-2-fluoro-7-(trifluoromethylsulfonyl)-1-indanol FC=1C=C2CCC[C@@H](C2=C(C1)F)C1=C2CC(C(C2=C(C=C1)S(=O)(=O)C(F)(F)F)O)F